NC1=CC=C(C(=N1)F)C1=CN=C(N1)C1CN2C(CC3(CCCC3)[C@@H]2C2=C1C=1C(=C(C=NC2)Cl)C(=CC(C1)=O)F)=O (R)-12-(5-(6-amino-2-fluoropyridin-3-yl)-1H-imidazol-2-yl)-7-chloro-8-fluoro-13,14-dihydro-2H-spiro[benzo[5,6]azocino[4,3-g]indolizine-3,1'-cyclopentane]-1,10(4H,12H)-dione